ethyl 4,6-dichloropyridazine-3-carboxylate ClC1=C(N=NC(=C1)Cl)C(=O)OCC